(1-oxaspiro[3.5]nonan-7-yl)-4-azaspiro[2.5]octane-7-carboxamide O1CCC12CCC(CC2)C2CC21NCCC(C1)C(=O)N